(2S)-N-((R)-1-(1H-pyrrolo[3,2-c]pyridin-2-yl)ethyl)-4-((4-aminobutoxy)methyl)-1-((phenoxathiine-3-carbonyl)glycyl)pyrrolidine-2-carboxamide N1C(=CC=2C=NC=CC21)[C@@H](C)NC(=O)[C@H]2N(CC(C2)COCCCCN)C(CNC(=O)C=2C=CC=1SC3=CC=CC=C3OC1C2)=O